S1C(=NC=C1)C=1N=C(SC1)NC1=C(C#N)C=CC=C1 ([2,4'-bithiazol]-2'-ylamino)benzonitrile